3,6-bis(3,5-di-tert-butylphenyl)carbazole indazole-6-carboxylate N1N=CC2=CC=C(C=C12)C(=O)O.C(C)(C)(C)C=1C=C(C=C(C1)C(C)(C)C)C=1C=CC=2NC3=CC=C(C=C3C2C1)C1=CC(=CC(=C1)C(C)(C)C)C(C)(C)C